(3S,20R)-20-(2-formyloxyethyl)-pregn-7-en-3-ylacetate C(=O)OCC[C@@H](C)[C@H]1CC[C@H]2C3=CCC4C[C@H](CC[C@]4(C)[C@H]3CC[C@]12C)CC(=O)[O-]